C(CCCC(=O)O)(=O)O.N[C@@H](CCC(N)=O)C(=O)O glutamine glutarate